2-(2-((3'-(aminomethyl)-6-fluoro-5-(2-oxa-7-azaspiro[3.5]nonan-7-yl)-[1,1'-biphenyl]-3-yl)methoxy)phenyl)acetic acid NCC=1C=C(C=CC1)C1=CC(=CC(=C1F)N1CCC2(COC2)CC1)COC1=C(C=CC=C1)CC(=O)O